FC=1C=C(C=C(C1)F)NC(=O)NC1=C(C=CC(=C1)OC(F)(F)F)C(=O)NN 1-(3,5-difluorophenyl)-3-(2-hydrazinocarbonyl-5-trifluoromethoxyphenyl)-urea